4-amino-5-chloro-1-(2-methyl-2H-indazol-5-yl)-6-oxo-1,6-dihydropyridazine-3-carbaldehyde NC=1C(=NN(C(C1Cl)=O)C1=CC2=CN(N=C2C=C1)C)C=O